C(C)(C)(C)OC(=O)N1CC(OC(C1)C(F)(F)F)C1=CC(=NC(=C1)Cl)C1=CC(=NC(=C1)C(NC)=O)F.[N+](#[C-])C1CCC(CC1)OC(F)(F)F (1R,4R)-1-isocyano-4-(trifluoromethoxy)cyclohexane tert-butyl-2-(6-chloro-2'-fluoro-6'-(methylcarbamoyl)-[2,4'-bipyridin]-4-yl)-6-(trifluoromethyl)morpholine-4-carboxylate